O1CCN(CC1)C1=NC(=NC(=N1)N1CCOCC1)C=1C=CC2=C(N=C(O2)NC(=O)C2CCCCC2)C1 N-(5-(4,6-dimorpholino-1,3,5-triazin-2-yl)benzo[d]oxazol-2-yl)cyclohexanecarboxamide